NC1=C(C=CC=C1)C(CC)=O 1-(2-amino-phenyl)-propane-1-one